C1(CC1)NC1CCN(CC1)C1=NC=C(C=2C1=CN(N2)C)C(=O)NC2=CC1=CN(N=C1C=C2OC)C 4-[4-(cyclopropylamino)-1-piperidyl]-N-(6-methoxy-2-methyl-indazol-5-yl)-2-methyl-pyrazolo[4,3-c]pyridine-7-carboxamide